N-linoleoyl-aspartic acid C(CCCCCCC\C=C/C\C=C/CCCCC)(=O)N[C@@H](CC(=O)O)C(=O)O